(R,S)-7-(3-(2-(1-(phenylsulfonyl)-1H-pyrrolo[2,3-b]pyridin-3-yl)thiazol-4-yl)phenyl)-7H-cyclopenta[b]pyridin-7-ol C1(=CC=CC=C1)S(=O)(=O)N1C=C(C=2C1=NC=CC2)C=2SC=C(N2)C=2C=C(C=CC2)[C@@]2(C=CC=1C2=NC=CC1)O